The molecule is a 17-membered macrocyclic lactam that incorporates a phenol and a substituted indole moiety. A stereoisomer of TMC-95A, it has a [(3R)-3-methyl-2-oxopentanoyl]amino group at position 18. It acts as a proteasome inhibitor and is isolated from Apiospora montagnei Sacc. TC 1093, isolated from a soil sample. It has a role as an antimicrobial agent, an antineoplastic agent, a proteasome inhibitor and a fungal metabolite. It is a member of indoles, a lactam, a macrocycle, a member of phenols, a secondary alcohol and a tertiary alcohol. CC[C@@H](C)C(=O)C(=O)N[C@H]1CC2=CC(=C(C=C2)O)C3=C4C(=CC=C3)[C@]([C@@H]([C@H](NC(=O)[C@@H](NC1=O)CC(=O)N)C(=O)N/C=C\\C)O)(C(=O)N4)O